7-bromo-2,6-dichloro-5-(2-((2-(dimethylamino)ethyl)amino)ethoxy)quinazolin-4(3H)-one BrC1=C(C(=C2C(NC(=NC2=C1)Cl)=O)OCCNCCN(C)C)Cl